C(C)(C)(C)OC(=O)N1C(CNCC1)C1=NC=CC=C1 pyridin-2-yl-piperazine-1-carboxylic acid tert-butyl ester